N-Boc-aminobutene C(=O)(OC(C)(C)C)NC=CCC